ClC=1C(=C(C=CC1)NC1C2=C(C=3N(CC1)N=NC3C)C=CC(=C2)C=2CCN(CC2)C(C)=O)F 1-(4-(7-((3-chloro-2-fluoro-phenyl)amino)-1-methyl-6,7-dihydro-5H-benzo[c][1,2,3]triazolo[1,5-a]azepin-9-yl)-3,6-dihydropyridin-1(2H)-yl)ethan-1-one